C(C)(=O)OOC(C)(C)CC tert-pentyl peroxyacetate